ClC1=CC=C(C=N1)CN1C(N(C2=C(C1=O)C=C(S2)S(=O)(=O)NC2(CC2)C)CC2=C(N=C(S2)C)C)=O 3-((6-chloropyridin-3-yl)methyl)-1-((2,4-dimethylthiazol-5-yl)methyl)-N-(1-methylcyclopropyl)-2,4-dioxo-1,2,3,4-Tetrahydrothieno[2,3-d]pyrimidin-6-sulfonamide